methyl 2-((tert-butyldimethylsilyloxy)methyl)-5-chloroisonicotinate [Si](C)(C)(C(C)(C)C)OCC=1C=C(C(=O)OC)C(=CN1)Cl